ClCCC(C(=O)NN)C1=C(C=CC=C1)F 4-chloro-2-(2-fluorophenyl)butyrylhydrazine